C(C)(=O)N[C@H](C(=O)N1[C@@H](C[C@H](C1)O)C(=O)N[C@@H](C)C1=C(C=C(C=C1)C1=C(N=CS1)C)OC1CCNCC1)C(C)(C)C (2S,4r)-1-((S)-2-acetamido-3,3-dimethylbutyryl)-4-hydroxy-N-((S)-1-(4-(4-methylthiazol-5-yl)-2-(piperidin-4-yloxy)phenyl)ethyl)pyrrolidine-2-carboxamide